tert-butyl N-[[4-[3-[6-[2-cyano-6-fluoro-3-(pyrrolidin-1-yl sulfonyl amino)phenoxy]-4-oxo-quinazolin-3-yl]propyl]phenyl]methyl]-N-methyl-carbamate C(#N)C1=C(OC=2C=C3C(N(C=NC3=CC2)CCCC2=CC=C(C=C2)CN(C(OC(C)(C)C)=O)C)=O)C(=CC=C1NS(=O)(=O)N1CCCC1)F